((6-(4-fluoro-1H-pyrazol-1-yl)pyridin-3-yl)methyl)-1,4-diazepan-1-carboxamide FC=1C=NN(C1)C1=CC=C(C=N1)CC1N(CCCNC1)C(=O)N